ClC1=CC=C2C(=CNC2=C1N1N=CC=N1)S(=O)(=O)NC1=NC(=C(C(=N1)OC)OCC#N)OC 6-chloro-N-[5-(cyanomethoxy)-4,6-dimethoxy-pyrimidin-2-yl]-7-(triazol-2-yl)-1H-indole-3-sulfonamide